ClC=1C(=NC(=NC1)S(=O)(=O)C)C=1N=C2N(N=C(C(=C2)OC)C2CC2)C1 (5-chloro-2-(methylsulfonyl)pyrimidin-4-yl)-6-cyclopropyl-7-methoxyimidazo[1,2-b]pyridazine